ClC1=CC(=C(C(=N1)C(F)(F)F)C#N)N1CC(C1)N1CCN(CC1)C(=O)OC(C)(C)C tert-butyl 4-(1-(6-chloro-3-cyano-2-(trifluoromethyl)pyridin-4-yl)azetidin-3-yl)piperazine-1-carboxylate